C(O)CN.NS(=O)(=O)O aminosulfonic acid ethanolamine salt